ClC1=NC=C2NC(N(C2=N1)C1CCC(CC1)C#N)=O 4-(2-chloro-8-oxo-7,8-dihydro-9H-purin-9-yl)cyclohexane-1-carbonitrile